(1S,2R)-2-aminocyclohexanecarboxylic acid N[C@H]1[C@H](CCCC1)C(=O)O